N-((1-(4-((2-Fluorophenyl)amino)phenyl)-1H-1,2,3-triazol-4-yl)methyl)-2-(trifluoromethyl)pyridin-4-amine FC1=C(C=CC=C1)NC1=CC=C(C=C1)N1N=NC(=C1)CNC1=CC(=NC=C1)C(F)(F)F